(2R)-3-(4-amino-2-fluorophenethyl)-2-(1-(4-bromophenyl)-4-(4-fluorophenyl)-1H-pyrrol-3-yl)oxazolidin-4-one NC1=CC(=C(CCN2[C@H](OCC2=O)C2=CN(C=C2C2=CC=C(C=C2)F)C2=CC=C(C=C2)Br)C=C1)F